4,4'-difluorobiphenyl-2,2'-dicarboxylic acid FC=1C=C(C(=CC1)C=1C(=CC(=CC1)F)C(=O)O)C(=O)O